N-(2-(6-(2,6-difluoro-3,5-dimethoxyphenyl)-4,5,6,7-tetrahydro-1H-indazol-3-yl)phenyl)but-2-ynylamide FC1=C(C(=C(C=C1OC)OC)F)C1CCC=2C(=NNC2C1)C1=C(C=CC=C1)CC#CC[NH-]